3-(4-(3-((6-(8-(7-Acetyl-3-ethyl-5,6,7,8-tetrahydroimidazo[1,5-a]pyrazin-1-yl)isoquinolin-3-yl)-1-methyl-1H-indazol-3-yl)amino)prop-1-yn-1-yl)-1-oxoisoindolin-2-yl)piperidine-2,6-dione C(C)(=O)N1CC=2N(CC1)C(=NC2C=2C=CC=C1C=C(N=CC21)C2=CC=C1C(=NN(C1=C2)C)NCC#CC2=C1CN(C(C1=CC=C2)=O)C2C(NC(CC2)=O)=O)CC